Br[C@H](C(=O)O)CC(=O)O (S)-bromosuccinic acid